C(C)OC(=O)C=1C=C2CCCN(C2=CC1)C1=NC(=CC2=CC=CC=C12)C(NC)=O.NCCOCCOCCN 1,2-Bis(2-aminoethoxy)ethane Ethyl-1-(3-methylcarbamoylisoquinolin-1-yl)-1,2,3,4-tetrahydroquinoline-6-carboxylate